FCC(C)NCC1=NC=C(C#N)C=C1 6-(((1-fluoroprop-2-yl)amino)methyl)nicotinonitrile